C(C)(=O)N(C1=C(C=C(C=C1)C1=CC=C(C=N1)C(=O)NCCC=1C=NC=CC1)F)CC1CC1 6-[4-[acetyl(cyclopropylmethyl)amino]-3-fluoro-phenyl]-N-[2-(3-pyridyl)ethyl]pyridine-3-carboxamide